COC(=O)C=1N2C(SC1C=1C=NN(C1C)CC13CC4CC(CC(C1)C4)C3)=C(C(=N2)C)NC(=O)OC(C)(C)C 2-(1-(adamantan-1-ylmethyl)-5-methyl-1H-pyrazol-4-yl)-7-((tert-butoxycarbonyl)amino)-6-methylpyrazolo[5,1-b]thiazole-3-carboxylic acid methyl ester